2-[7-amino-6-[3-[3-(4-piperidyloxy)cyclobutoxy]prop-1-ynyl]imidazo[1,2-a]pyrimidin-2-yl]phenol NC1=NC=2N(C=C1C#CCOC1CC(C1)OC1CCNCC1)C=C(N2)C2=C(C=CC=C2)O